C1(CCCCC1)CN1N=CC(=C1)C(=O)OCC ethyl 1-(cyclohexylmethyl)-1H-pyrazole-4-carboxylate